[Al+3].P(=O)([O-])([O-])[O-] orthophosphate aluminum salt